6-(4-((4-benzoylpiperazin-1-yl)methyl)benzyl)-2-oxobenzo[cd]indol C(C1=CC=CC=C1)(=O)N1CCN(CC1)CC1=CC=C(CC=2C=3C4=C(C(NC4=CC2)=O)C=CC3)C=C1